(3-azaspiro[5.5]undecane-9-yl) piperazine-1-carboxylate N1(CCNCC1)C(=O)OC1CCC2(CCNCC2)CC1